NC1=CC2=C(S1)C(=CC=C2C2=C(C=C1C(=NC(=NC1=C2F)OC[C@]21CCCN1C[C@@H](C2)OC)N2CCOCC(C2)(C)O)Cl)F 2-amino-4-(6-chloro-8-fluoro-4-(6-hydroxy-6-methyl-1,4-oxazepan-4-yl)-2-(((2R,7aS)-2-methoxytetrahydro-1H-pyrrolizin-7a(5H)-yl)methoxy)quinazolin-7-yl)-7-fluorobenzo[b]thiophene